tert-butyl 4-(2-(3-(2-((2-fluorophenyl) sulfonyl)hydrazine-1-carbonyl)-5-methylphenyl)pyridin-4-yl)piperidine-1-carboxylate FC1=C(C=CC=C1)S(=O)(=O)NNC(=O)C=1C=C(C=C(C1)C)C1=NC=CC(=C1)C1CCN(CC1)C(=O)OC(C)(C)C